N[C@H](C(=O)N[C@@H]1C[C@@](NC1)(C(=O)O)CCCCB(O)O)C(C)(C)C (2R,4R)-4-((S)-2-amino-3,3-dimethylbutanamido)-2-(4-boronobutyl)pyrrolidine-2-carboxylic acid